C(C1=CC=CC=C1)OC(=O)N[C@H](C(=O)O)CC1=CC2=CC=CC=C2C(=C1)OC (2S)-2-{[(benzyloxy)carbonyl]amino}-3-(4-methoxynaphthalen-2-yl)propanoic acid